6-fluoro-8-methoxy-1,7-naphthyridin-4(1H)-one FC=1C=C2C(C=CNC2=C(N1)OC)=O